C(=O)O.COC1=CC=2C3=C(C(=NC2C=C1OCCCN1CCCC1)NCC(F)(F)F)CCC3 8-methoxy-7-[3-(pyrrolidin-1-yl)propoxy]-N-(2,2,2-trifluoroethyl)-1H,2H,3H-cyclopenta[c]quinolin-4-amine formate